(R)-3-(8-(4-(4-(1-(3-amino-6-(2-hydroxyphenyl)pyridazin-4-yl)-1H-pyrazol-4-yl)piperazin-1-yl)piperidin-1-yl)-2,3-dihydro-4H-benzo[b][1,4]oxazin-4-yl)piperidine-2,6-dione NC=1N=NC(=CC1N1N=CC(=C1)N1CCN(CC1)C1CCN(CC1)C1=CC=CC2=C1OCCN2[C@H]2C(NC(CC2)=O)=O)C2=C(C=CC=C2)O